(R)-6-(2-(4'-chloro-3'-(trifluoromethyl)-[1,1'-biphenyl]-3-yl)-2-hydroxyacetyl)-2-(1-phenylcyclopropyl)-3,5,6,7,8,9-hexahydro-4H-pyrimido[5,4-c]azepin-4-one ClC1=C(C=C(C=C1)C1=CC(=CC=C1)[C@H](C(=O)N1CC2=C(CCC1)N=C(NC2=O)C2(CC2)C2=CC=CC=C2)O)C(F)(F)F